Methyl 4-(4-{2-[(2,3-dihydro-1H-inden-2-yl)amino]pyrimidin-5-yl}-1-(2-oxo-2-{1H,4H,5H,6H,7H-[1,2,3]triazolo[4,5-c]pyridin-5-yl}ethyl)-1H-pyrazol-3-yl)benzoate C1C(CC2=CC=CC=C12)NC1=NC=C(C=N1)C=1C(=NN(C1)CC(N1CC2=C(CC1)NN=N2)=O)C2=CC=C(C(=O)OC)C=C2